1-(4-methylpyridin-2-yl)piperazine 2,2,2-trifluoroacetate FC(C(=O)O)(F)F.CC1=CC(=NC=C1)N1CCNCC1